((S)-6,8-dichloro-1-methyl-3,4-dihydroisoquinolin-2(1H)-yl)((3R,6S)-6-methylpiperidin-3-yl)methanone ClC=1C=C2CCN([C@H](C2=C(C1)Cl)C)C(=O)[C@H]1CN[C@H](CC1)C